C(C)N(CCC1=CNC2=CC=CC(=C12)OC(C(C)CC1(NC=CC=C1)C(=O)OC)=O)C(C)C 2-(methoxycarbonyl)pyridineisobutyric acid 3-(2-(ethyl (isopropyl) amino) ethyl)-1H-indol-4-yl ester